1-(4-chloro-2'-(((2R,7aS)-2-fluorotetrahydro-1H-pyrrolizin-7a(5H)-yl) methoxy)-2,3,5',8'-tetrahydrospiro[indene-1,7'-pyrano[4,3-d]pyrimidin]-4'-yl)azepan-4-yl methanesulfonate CS(=O)(=O)OC1CCN(CCC1)C=1C2=C(N=C(N1)OC[C@]13CCCN3C[C@@H](C1)F)CC1(OC2)CCC2=C(C=CC=C21)Cl